2-fluoro-4-methyl-5-[5-(morpholin-4-yl)-6-(oxan-4-yloxy)pyridin-3-yl]aniline FC1=C(N)C=C(C(=C1)C)C=1C=NC(=C(C1)N1CCOCC1)OC1CCOCC1